(trifluoromethyl) Selenite [Se](=O)(OC(F)(F)F)[O-]